[Si].C(C)(C)C=1C(=C(C(=C(C1)C#C)C(C)C)C(C)C)C triisopropyl-(p-methylphenylacetylene) silicon